2-[3-[[4-Oxo-6-(1H-pyrazol-4-yl)quinazolin-3-yl]methyl]phenoxy]acetic acid O=C1N(C=NC2=CC=C(C=C12)C=1C=NNC1)CC=1C=C(OCC(=O)O)C=CC1